(R)-N-methyl-2-(3-(5-(trifluoromethyl)pyridin-2-yloxy)pyrrolidin-1-yl)benzamide CNC(C1=C(C=CC=C1)N1C[C@@H](CC1)OC1=NC=C(C=C1)C(F)(F)F)=O